6-bromohexanoic acid-(10Z,12Z)-octadec-9,12-dien-1-yl ester C(CCCCCCC\C=C/C\C=C/CCCCC)OC(CCCCCBr)=O